((S)-3-(((4-methoxyphenyl)diphenylmethyl)thio)-2-methylpropanoyl)-L-proline COC1=CC=C(C=C1)C(SC[C@H](C(=O)N1[C@@H](CCC1)C(=O)O)C)(C1=CC=CC=C1)C1=CC=CC=C1